C1(=CC=CC=C1)SCC=1N=CN(C1)C1=C(C#N)C=CC=C1 (4-((phenylsulfanyl)methyl)-1H-imidazol-1-yl)benzonitrile